CC1=CC=C(C=C1)S(=O)(=O)OC1=C(C=CC=C1[N+](=O)[O-])[N+](=O)[O-] 2,6-dinitrophenyl p-toluenesulfonate